4'-chloro-3'-(trifluoromethyl)-[1,1'-biphenyl]-3-formaldehyde ClC1=C(C=C(C=C1)C1=CC(=CC=C1)C=O)C(F)(F)F